N-(3-hydroxybicyclo[1.1.1]pentan-1-yl)-2-oxo-2-((4R,5S)-3,3,7,7-tetrafluoro-4-hydroxy-1-azaspiro[4.4]nonan-1-yl)acetamide Tert-butyl(9-aminononoyl)carbamate C(C)(C)(C)N(C(O)=O)C(CCCCCCCCN)=O.OC12CC(C1)(C2)NC(C(N2CC([C@@H]([C@]21CC(CC1)(F)F)O)(F)F)=O)=O